o-phenylenedi(diphenylphosphine) C1(=C(C=CC=C1)P(C1=CC=CC=C1)C1=CC=CC=C1)P(C1=CC=CC=C1)C1=CC=CC=C1